OCCOC1=C(C(=NC(=N1)C1=CC(=NC=C1)C=1N=NNN1)NS(=O)(=O)C1=NC=C(C=C1)C)OC1=C(C=CC=C1)OC N-[6-(2-hydroxyethoxy)-5-(2-methoxyphenoxy)-2-[2-(2H-tetrazol-5-yl)pyridin-4-yl]pyrimidin-4-yl]-5-methylpyridine-2-sulfonamide